O(CCOCCOCCOCCOC)B(OCCOCCOCCCC)OCCOCCOCCOCCOC bis(1,4,7,10,13-pentaoxatetradecyl)(1,4,7-trioxaundecyl)borane